CC1=NC(NC(=C1)C)=O 4,6-dimethyl-1H-pyrimidin-2-one